1,2,3-anthracenetriol C1(=C(C(=CC2=CC3=CC=CC=C3C=C12)O)O)O